4-pyrimidineamine N1=CN=C(C=C1)N